CN1CCC(CC1)NC=C1C(CC(CC1=O)C1=CC=CC=C1)=O 2-(((1-methylpiperidin-4-yl)amino)methylene)-5-phenylcyclohexane-1,3-dione